2,5-diisopropylpyrrole C(C)(C)C=1NC(=CC1)C(C)C